C(C=C)OC=1SC=NN1 2-(allyloxy)-1,3,4-thiadiazole